C=C(C=CC=CC=CCCCCCCCCCCCC)O β-eicosatetraenyl alcohol